C(CCCCC)(=O)O anti-caproic acid